4-(5-(3-(trifluoro-methyl)phenyl)oxazole-2-carboxamido)pyrrolidine-1-carboxylate FC(C=1C=C(C=CC1)C1=CN=C(O1)C(=O)NC1CCN(C1)C(=O)[O-])(F)F